CC1=C(C=C(C=C1)CN1CCOCC1)NC(C1=CC=C(C=C1)NC1=NC=C(C(=N1)C1=CC=CC=C1)SC)=O N-(2-Methyl-5-morpholin-4-ylmethyl-phenyl)-4-(5-methylsulfanyl-4-phenyl-pyrimidin-2-ylamino)-benzamide